5-(1-(4-Methoxybenzyl)-1H-tetrazol-5-yl)-6'-(((1S,3S)-3-((3-(4-methoxybenzyl)-3H-imidazo[4,5-b]pyridin-2-yl)amino)cyclopentyl)amino)-2H-[1,3'-bipyridin]-2-one COC1=CC=C(CN2N=NN=C2C=2C=CC(N(C2)C=2C=NC(=CC2)N[C@@H]2C[C@H](CC2)NC2=NC=3C(=NC=CC3)N2CC2=CC=C(C=C2)OC)=O)C=C1